ClC1=CC(=C(C=C1OC)CCNCC1=C(C=CC=C1)O)OC 2-(4-chloro-2,5-dimethoxyphenyl)-N-[(2-hydroxyphenyl)methyl]ethanamine